2-[[[7-cyano-4-[4-(pentafluoro-lambda6-sulfanyl)phenyl]-1,3-benzothiazol-6-yl]amino]methyl]prop-2-enehydroxamic acid C(#N)C1=C(C=C(C=2N=CSC21)C2=CC=C(C=C2)S(F)(F)(F)(F)F)NCC(C(=O)NO)=C